FC1=C(C(=CC(=C1)C(F)(F)F)OC)C1=C2C(=C(N=N1)NCC(C)(O)C)C=NC=C2 1-[[1-[2-fluoro-6-methoxy-4-(trifluoromethyl)phenyl]pyrido[3,4-d]pyridazin-4-yl]amino]-2-methyl-propan-2-ol